(R)-3-[2-[3-[4-amino-8-(isopropylamino)pyrido[3,2-d]pyrimidin-6-yl]phenyl]ethynyl]-3-hydroxy-1-methylpyrrolidin-2-one NC=1C2=C(N=CN1)C(=CC(=N2)C=2C=C(C=CC2)C#C[C@]2(C(N(CC2)C)=O)O)NC(C)C